CC(=CC(CCC=CC)O)C dimethyl-1,6-octadien-3-ol